(S)-3-(6-fluoro-2',6'-dimethylbiphenyl-3-yl)-3-(3-(4-hydroxy-1-methyl-2-oxo-1,2-dihydropyridin-3-yl)ureido)propanoic acid ethyl ester C(C)OC(C[C@H](NC(=O)NC=1C(N(C=CC1O)C)=O)C=1C=C(C(=CC1)F)C1=C(C=CC=C1C)C)=O